4-(2-chloro-5-hydroxy-3-methylphenyl)-7,7-dimethyl-2-(2-(2-propenoyl)-2,6-diazaspiro[3.4]octan-6-yl)-7,8-dihydro-5H-pyrano[4,3-b]pyridine-3-carbonitrile ClC1=C(C=C(C=C1C)O)C1=C2C(=NC(=C1C#N)N1CC3(CN(C3)C(C=C)=O)CC1)CC(OC2)(C)C